FC=1C=C(C=C2C=NC=NC12)C#N 8-fluoro-quinazoline-6-carbonitrile